C1=CC=CC=2C3=CC=CC=C3C(C12)OC(N(CC(=O)NC1=CC=C(C=C1)N[C@@H]1C[C@@H](N(C2=CC(=CC=C12)F)C(CC)=O)C)C)=O |o1:27,29| (9H-fluoren-9-yl)methyl(2-((4-(((2S*,4R*)-7-fluoro-2-methyl-1-propionyl-1,2,3,4-tetrahydroquinolin-4-yl)amino)phenyl)amino)-2-oxoethyl)carbamate